1-(2-tert-butoxy-2-oxoethyl)piperidine-4-carboxylic acid methyl ester COC(=O)C1CCN(CC1)CC(=O)OC(C)(C)C